platinum-hafnium oxide [O-2].[Hf+4].[Pt+2].[O-2].[O-2]